4-amino-3-chloro-5-fluoropyridin-2-carboxylat NC1=C(C(=NC=C1F)C(=O)[O-])Cl